C(=O)(OC(C)(C)C)NC(=S)NC(=O)OC(C)(C)C 1,3-di-Boc-thiourea